CN([C@H]1CN(CC1)C1=C(C=C(C(=N1)OCC(F)(F)F)N)[N+](=O)[O-])C (R)-6-(3-(dimethylamino)pyrrolidin-1-yl)-5-nitro-2-(2,2,2-trifluoroethoxy)pyridine-3-Amine